(E)-3,4,5-tris(2-(2-(2-methoxyethoxy)ethoxy)ethoxy)-N-(4-(2-(naphthalen-2-yl)vinyl)phenyl)benzamide COCCOCCOCCOC=1C=C(C(=O)NC2=CC=C(C=C2)\C=C\C2=CC3=CC=CC=C3C=C2)C=C(C1OCCOCCOCCOC)OCCOCCOCCOC